tert-butyl (R)-4-(2-(3-(3-((4-bromobenzyl)(ethyl)carbamoyl)piperidin-1-yl)phenoxy)-2-methylpropanoyl)piperazine-1-carboxylate BrC1=CC=C(CN(C(=O)[C@H]2CN(CCC2)C=2C=C(OC(C(=O)N3CCN(CC3)C(=O)OC(C)(C)C)(C)C)C=CC2)CC)C=C1